FC(C(=O)O)(F)F.ClC=1C=C(C=CC1N1C(N(C=C1)C)=O)C1=C(C(=CC(=C1)F)C1=CC(=NC=C1)N1CC2(C1)CN(C2)C)O 1-(3-chloro-5'-fluoro-2'-hydroxy-3'-(2-(6-methyl-2,6-diazaspiro[3.3]heptan-2-yl)pyridin-4-yl)-[1,1'-biphenyl]-4-yl)-3-methyl-1H-imidazol-2(3H)-one 2,2,2-trifluoroacetate